C(C)OC=1C=C(C=CC1)C=1N=C(SC1CC(C)C)NC=1C=C(C(=O)O)C(=CN1)C=1SC=CC1 2-((4-(3-ethoxyphenyl)-5-isobutylthiazol-2-yl)amino)-5-(thiophen-2-yl)isonicotinic acid